tert-butyl N-tert-butoxycarbonyl-N-[2-[2-(2-hydroxyethoxy) ethoxy]ethyl]carbamate C(C)(C)(C)OC(=O)N(C(OC(C)(C)C)=O)CCOCCOCCO